2,4,6-trifluoro-3,5-dichlorobenzonitrile FC1=C(C#N)C(=C(C(=C1Cl)F)Cl)F